ClC1=C2C(=NC=C1C=1C=C(C=CC1)N1C(CN(CC1)C(CN(C)C)=O)=O)NC=C2C#CC=2C=NC=CC2 1-(3-(4-chloro-3-(pyridin-3-ylethynyl)-1H-pyrrolo[2,3-b]pyridin-5-yl)phenyl)-4-(dimethylglycyl)piperazin-2-one